[Cl-].C(C1=CC=CC=C1)C(CC)([NH+](C)C)CC1=CC=CC=C1 di-benzyl-N,N-dimethyl-N-propyl-ammonium chloride